O=C1NCC2(C1)N(CCN(C2)C(=O)OC(C)(C)C)C(=O)OC(C)(C)C di-tert-butyl 3-oxo-2,6,9-triazaspiro[4.5]decane-6,9-dicarboxylate